2,5-dimethyl-2,5-di(t-butyl-peroxy)hexane tert-Butyl-(R)-(6,6-dimethylpiperidin-3-yl)carbamate C(C)(C)(C)N(C(O)=O)[C@H]1CNC(CC1)(C)C.CC(C)(CCC(C)(OOC(C)(C)C)C)OOC(C)(C)C